N1(N=CN=C1)C(C(=O)N1[C@@H](C[C@H](C1)O)C(=O)NCC1=CC=C(C=C1)C1=C(N=CS1)C)C (2S,4R)-1-(2-(1H-1,2,4-triazol-1-yl)propanoyl)-4-hydroxy-N-(4-(4-methylthiazol-5-yl)benzyl)pyrrolidine-2-carboxamide